ClC1=CC(=C(N[C@@H]2[C@@H](CN(CC2)C(=O)OC(C)(C)C)C)C=C1)F tert-Butyl (3R,4S)-4-(4-chloro-2-fluoro-anilino)-3-methyl-piperidine-1-carboxylate